COC(=O)[C@H]1N(C[C@@H](C1)C1CC1)C(=O)OCC1=CC=CC=C1 (2S,4S)-4-cyclopropylpyrrolidine-1,2-dicarboxylic acid 1-benzyl 2-methyl ester